C(C)(CC)N1C=CC=2C1=NC=C(C2)C(=O)O 1-(sec-butyl)-1H-pyrrolo[2,3-b]pyridine-5-carboxylic acid